C(C)(C)(C)OC(CCNC1=CC=C(C=C1)Cl)=O 3-(4-chloro-phenylamino)-propionic acid tert-butyl ester